9H-fluoren-9-ylmethyl N-[(1S)-1-[(4-{5-[(tert-butoxycarbonyl)amino]penta-1,3-diyn-1-yl}phenyl)carbamoyl]-2-[(tert-butyldiphenylsilyl)oxy]ethyl]carbamate C(C)(C)(C)OC(=O)NCC#CC#CC1=CC=C(C=C1)NC(=O)[C@H](CO[Si](C1=CC=CC=C1)(C1=CC=CC=C1)C(C)(C)C)NC(OCC1C2=CC=CC=C2C=2C=CC=CC12)=O